(3R)-3-(4-Chlorophenyl)-2-[(4-chlorophenyl)methyl]-6-(2-hydroxypropan-2-yl)-3-(3-hydroxypropoxy)-2,3-dihydro-1H-isoindol-1-on ClC1=CC=C(C=C1)[C@@]1(N(C(C2=CC(=CC=C12)C(C)(C)O)=O)CC1=CC=C(C=C1)Cl)OCCCO